α-methyl-β-hydroxypropionic acid toluenesulfonyl ester C(C1=CC=CC=C1)S(=O)(=O)OC(C(CO)C)=O